N-(1-(2-((tert-butyldimethylsilyl)oxy)ethyl)-3-((tetrahydrofuran-3-yl)oxy)-1H-pyrazol-4-yl)carboxamide [Si](C)(C)(C(C)(C)C)OCCN1N=C(C(=C1)NC=O)OC1COCC1